(1R,2S,5S)-3-((S)-2-(2,2-difluoroacetamido)-3,3-dimethylbutanoyl)-6,6-dimethyl-3-azabicyclo[3.1.0]hexane-2-carboxylic acid FC(C(=O)N[C@H](C(=O)N1[C@@H]([C@H]2C([C@H]2C1)(C)C)C(=O)O)C(C)(C)C)F